[C@H]12CN(C[C@H](CC1)N2)C2=NC(=NC1=C(C(=C(C=C21)F)C2=CN(C1=CC=CC=C21)C)F)OC[C@H]2N(CCC2)C 4-((1R,5S)-3,8-diazabicyclo[3.2.1]octan-3-yl)-6,8-difluoro-7-(1-methyl-1H-indol-3-yl)-2-(((S)-1-methylpyrrolidin-2-yl)methoxy)quinazoline